NC=1SC(=C(N1)C=1C=C(C#N)C=CC1)C1=CC(=NC(=C1)C)C(C)OC 3-[2-amino-5-[2-(1-methoxyethyl)-6-methyl-4-pyridinyl]Thiazol-4-yl]Benzonitrile